C1(CC1)CC(=O)C1=C(C=CC(=C1)F)O 2-cyclopropyl-1-(5-fluoro-2-hydroxyphenyl)ethan-1-one